N1=C(C=C2N1CCCN(C2)C(=O)OC(C)(C)C)C(=O)OCC 5-(Tert-butyl) 2-ethyl 7,8-dihydro-4H-pyrazolo[1,5-a][1,4]diazepine-2,5(6H)-dicarboxylate